BrC=1C=C2C(=NN(C2=CC1)C)N 5-bromo-1-methyl-1H-indazol-3-amine